CC12CNCC(CC1)(N2C(=O)OC(C)(C)C)C tert-butyl 1,5-dimethyl-3,8-diazabicyclo[3.2.1]octane-8-carboxylate